COC(OC)N(C)C 1,1-dimethoxy-N,N-Dimethyl-methylamine